1,3,5-tris(1H-1,2,3-triazol-4-yl)benzene N1N=NC(=C1)C1=CC(=CC(=C1)C=1N=NNC1)C=1N=NNC1